N-((1s,3s)-3-((5-([1,2,4]triazolo[1,5-a]pyridin-6-yl)-4-methoxypyrrolo[2,1-f][1,2,4]triazin-2-yl)amino)-1-methylcyclobutyl)-N-methylacetamide N=1C=NN2C1C=CC(=C2)C=2C=CN1N=C(N=C(C12)OC)NC1CC(C1)(C)N(C(C)=O)C